2,5-dimercaptomethyl-2,5-dimethylthiane SCC1(SCC(CC1)(C)CS)C